[Cl-].[NH2+]1CCC2=CC=CC=C12 indolinium chloride